2-benzyl-4-methyl-4,6-dihydropyrazolo[3',4':4,5]pyrrolo[2,3-d]pyridazin-5(2H)-one C(C1=CC=CC=C1)N1N=C2C(N(C=3C(NN=CC32)=O)C)=C1